S(=O)(=O)(O)[Se]S(=O)(=O)O.[Hg].[Cd] cadmium mercury sulfoselenide